Azasilacyclopentane C1CN[Si]C1